N-methyl-4-((R)-1-tritylazetidine-2-carbonyl)piperazine-1-carboxamide CNC(=O)N1CCN(CC1)C(=O)[C@@H]1N(CC1)C(C1=CC=CC=C1)(C1=CC=CC=C1)C1=CC=CC=C1